2-((1,1-difluoropropan-2-yl)amino)-N-(6-methyl-5-(7-(methylamino)-1,6-naphthyridin-3-yl)pyridin-3-yl)nicotinamide FC(C(C)NC1=C(C(=O)NC=2C=NC(=C(C2)C=2C=NC3=CC(=NC=C3C2)NC)C)C=CC=N1)F